2-(difluoromethyl)-N-(3-ethyl-1,1-dimethyl-indan-4-yl)-pyridine-3-carboxamide FC(C1=NC=CC=C1C(=O)NC1=C2C(CC(C2=CC=C1)(C)C)CC)F